COC1=CC=C(C=C1)COCCCCCCC#C 1-methoxy-4-((oct-7-yn-1-yloxy)methyl)benzene